hexadecanol diacrylate C(C=C)(=O)O.C(C=C)(=O)O.C(CCCCCCCCCCCCCCC)O